(7-(4-cyanopyridin-2-yl)-5-(2-fluorophenyl)-7H-pyrrolo[2,3-d]pyrimidin-4-yl)piperazine-1-carboxylic acid tert-butyl ester C(C)(C)(C)OC(=O)N1C(CNCC1)C=1C2=C(N=CN1)N(C=C2C2=C(C=CC=C2)F)C2=NC=CC(=C2)C#N